(2R,3S,4S,5R)-N-(2-((S)-1-Amino-2-hydroxyethyl)pyridin-4-yl)-3-(3,4-difluoro-2-methoxyphenyl)-4,5-dimethyl-5-(trifluoromethyl)tetrahydrofuran-2-carboxamide N[C@H](CO)C1=NC=CC(=C1)NC(=O)[C@@H]1O[C@]([C@H]([C@H]1C1=C(C(=C(C=C1)F)F)OC)C)(C(F)(F)F)C